FC(SC=1C=NC2=C(CCC3(OCCO3)C12)OC1=C(C#N)C=CC=C1)(F)F (1-(trifluoromethylthio)-5,6-dihydrospiro[3-azaindene-7,2'-[1,3]dioxolan]-4-oxy)benzonitrile